C(=C)OCC1CCC(CC1)COC(CCCC(=O)OCC1CCC(CC1)COC=C)=O.C(CCC)OC1=CC=C(OCCCN2CCOCC2)C=C1 4-(3-(4-butoxyphenoxy)propyl)morpholine bis[4-(vinyloxymethyl)cyclohexylmethyl]glutarate